2-methyl-N-[(1R)-1-[3-[2-(methoxymethyl)-4-pyridinyl]-1,2,4-thiadiazol-5-yl]ethyl]-5-(trifluoromethyl)pyrazole-3-carboxamide methyl-benzoate (Methyl-Benzoylformate) CC1=C(C(=O)C(=O)O)C=CC=C1.COC(C1=CC=CC=C1)=O.CN1N=C(C=C1C(=O)N[C@H](C)C1=NC(=NS1)C1=CC(=NC=C1)COC)C(F)(F)F